ClC1=C(C(=O)NC2=C3C=NN(C3=CC=C2)C2=CC=C(C=C2)Cl)C=C(C=C1)CNC(C(CO)(C)C)=O 2-Chloro-N-[1-(4-chlorophenyl)-1H-indazol-4-yl]-5-{[(3-hydroxy-2,2-dimethylpropanoyl)amino]methyl}benzamide